COC1=CC=C(CN(C2=CC=C(N=N2)CC2C(N(C[C@@H](C2)C(F)(F)F)CC2=CC=C(C=C2)OC)=O)CC2=CC=C(C=C2)OC)C=C1 (5R)-3-((6-(bis(4-methoxybenzyl)amino)pyridazin-3-yl)methyl)-1-(4-methoxybenzyl)-5-(trifluoromethyl)piperidin-2-one